N,1-dimethyl-2-oxo-1,2-dihydropyrimidine-5-sulfonamide CNS(=O)(=O)C=1C=NC(N(C1)C)=O